methyl 4-amino-7-iodo-2-oxo-1-phenyl-1,2-dihydroquinoline-3-carboxylate NC1=C(C(N(C2=CC(=CC=C12)I)C1=CC=CC=C1)=O)C(=O)OC